1-((2R,4S)-4-(4-Amino-5-((6-chloro-4-fluoro-1,2-dimethyl-1H-benzo[d]imidazol-5-yl)ethynyl)-7H-pyrrolo[2,3-d]pyrimidin-7-yl)-2-(methoxymethyl)pyrrolidin-1-yl)prop-2-en-1-one NC=1C2=C(N=CN1)N(C=C2C#CC2=C(C1=C(N(C(=N1)C)C)C=C2Cl)F)[C@H]2C[C@@H](N(C2)C(C=C)=O)COC